ClC=1C(=NC(=NC1)NC1=CC(=CC=C1)N1N=CC(=C1)N1CCN(CC1)C)NC1=C(C=CC=C1)P(=O)(C)C 5-chloro-N4-(2-Dimethylphosphorylphenyl)-N2-[3-[4-(4-methylpiperazin-1-yl)pyrazol-1-yl]phenyl]pyrimidine-2,4-diamine